CC(CO)CO 2-methyl-propane-1,3-diol